tert-butyl (2S)-2-[(2-hydroxyethoxy)methyl]pyrrolidine-1-carboxylate OCCOC[C@H]1N(CCC1)C(=O)OC(C)(C)C